C(C)C=1N=C2N(C=C(C=C2)C=2C=NC(=NC2)CC(N2CC(C2)=O)=O)C1N(C=1SC(=C(N1)C1=CC=C(C=C1)F)C#N)C 2-((2-ethyl-6-(2-(2-oxo-2-(3-oxoazetidin-1-yl)ethyl)pyrimidin-5-yl)imidazo[1,2-a]pyridin-3-yl)(methyl)amino)-4-(4-fluorophenyl)thiazole-5-carbonitrile